2-pentylheptyl 3-ethyl-12-hexyl-6-(2-(nonanoyloxy) ethyl)-10-oxo-9,11-dioxa-3,6-diaza-heneicosane-21-oate C(C)N(CC)CCN(CCOC(OC(CCCCCCCCC(=O)OCC(CCCCC)CCCCC)CCCCCC)=O)CCOC(CCCCCCCC)=O